C(#N)C=1C=NN(C1)[C@@H]1CN(CC1)C(=O)OC(C)(C)C tert-butyl (S)-3-(4-cyano-1H-pyrazol-1-yl)pyrrolidine-1-carboxylate